C(C(C(CCCC)O)O)O 1,2,3-heptanetriol